CC1(OC2=CC(=CC=C2C=C1)CN)C (2,2-dimethyl-2H-chromen-7-yl)methylamine